ClC1=C(C(N(C=C1)C)=O)CC1N(C(C2=CC=CC=C12)=O)CC1CC2(C1)OC(NC2)=O 2-((1-((4-chloro-1-methyl-2-oxo-1,2-dihydropyridin-3-yl)methyl)-3-oxoisoindolin-2-yl)methyl)-5-oxa-7-azaspiro[3.4]octan-6-one